C(C1=CC=CC=C1)N1CCN(CC1)C1=CC=C(C=C1)NC1=NC=CC(=N1)C1=C(N=C(S1)NC)C 5-(2-((4-(4-benzylpiperazin-1-yl)phenyl)amino)pyrimidin-4-yl)-N,4-dimethylthiazol-2-amine